1-[3-(difluoromethyl)-6-[6-methoxy-5-[(6-methylpyridazin-3-yl)amino]benzimidazol-1-yl]-2-pyridyl]-5-methyl-pyrazole-3-carbonitrile FC(C=1C(=NC(=CC1)N1C=NC2=C1C=C(C(=C2)NC=2N=NC(=CC2)C)OC)N2N=C(C=C2C)C#N)F